(R)-3-(3-(4-(1H-Pyrrolo[2,3-b]pyridin-3-yl)thiazol-2-yl)phenyl)-3-hydroxy-1-methylpyrrolidin-2-one N1C=C(C=2C1=NC=CC2)C=2N=C(SC2)C=2C=C(C=CC2)[C@]2(C(N(CC2)C)=O)O